O=C1NC(CCC1N1C(C2=CC=C(C=C2C1=O)NCC(=O)N1CCNCC1)=O)=O 4-((2-(2,6-dioxopiperidin-3-yl)-1,3-dioxoisoindolin-5-yl)glycyl)piperazin